6-Chloro-3-fluoro-2-(methylsulfonyl)isonicotinic acid ClC=1N=C(C(=C(C(=O)O)C1)F)S(=O)(=O)C